NC1=C(C=C2N=C(C(=NC2=C1C1=C(C(=CC=C1C)OC)C)C)C)C(=O)N 7-Amino-8-(3-methoxy-2,6-dimethylphenyl)-2,3-dimethylquinoxaline-6-carboxamide